NC1=NC=CC(=N1)N1C[C@@H](CCC1)OC(C(=O)OC(C)(C)C)(C)C tert-butyl (R)-2-((1-(2-aminopyrimidin-4-yl)piperidin-3-yl)oxy)-2-methylpropanoate